Carboxypyrrolidone C(=O)(O)N1C(CCC1)=O